IC1=NNC=2CN(CCC21)C(=O)OC(C)(C)C tert-butyl 3-iodo-1H,4H,5H,6H,7H-pyrazolo[3,4-C]pyridine-6-carboxylate